OC=1C=C(C=CC1)C1=C(C(=NC(=C1)C1=CC=CC=C1)OC)C#N 4-(3-Hydroxyphenyl)-2-methoxy-6-phenylpyridine-3-carbonitrile